(3-(trifluoromethyl)phenyl)-1-naphthalenealdehyde FC(C=1C=C(C=CC1)C1=C(C2=CC=CC=C2C=C1)C=O)(F)F